CC1(C(CC=C1C)CCCCO)C 4-(2,2,3-trimethyl-3-cyclopentene-1-yl)butanol